cis-3-methyltetrahydropyran-3,4-diol C[C@@]1(COCC[C@H]1O)O